FC1=C(C=CC(=C1)N1N=C(C=C1)CO)NC1=NC=C2C=CC(=NC2=C1)C(CO)C1CCNCC1 2-[7-([2-fluoro-4-[3-(hydroxymethyl)pyrazol-1-yl]phenyl]amino)-1,6-naphthyridin-2-yl]-2-(piperidin-4-yl)ethanol